COC/C=C/C(=O)N1CC2(C1)CN(CC2)C2=NC=1CC(CCC1C(=C2C#N)C2=C1C=NNC1=CC=C2C)(C)C 2-(2-((2E)-4-methoxy-2-butenoyl)-2,6-diazaspiro[3.4]octan-6-yl)-7,7-dimethyl-4-(5-methyl-1H-indazol-4-yl)-5,6,7,8-tetrahydro-3-quinolinecarbonitrile